1-(4,5-dimethoxy-2-nitrophenyl)-2-methylpropyl bromide COC1=CC(=C(C=C1OC)C(C(C)C)Br)[N+](=O)[O-]